FC1(CCC(CC1)NC(=O)C=1C(N(C2=NC=CC=C2C1O)CCN1CCC(CC1)F)=O)F N-(4,4-difluorocyclohexyl)-1-(2-(4-fluoropiperidin-1-yl)ethyl)-4-hydroxy-2-oxo-1,2-dihydro-1,8-naphthyridine-3-carboxamide